tert-butyl 3-(3-methyl-2-oxo-1H-benzimidazol-5-yl)piperazine-1-carboxylate CN1C(NC2=C1C=C(C=C2)C2CN(CCN2)C(=O)OC(C)(C)C)=O